COC1CCC(CC1)CNC1=C(C=C(C=C1)S(=O)(=O)NC(C1=C(C=CC=C1)OC=1C=C2C(=NC1)NC=C2)=O)[N+](=O)[O-] N-[(4-{[(4-methoxycyclohexyl)methyl]amino}-3-nitrophenyl)sulfonyl]-2-(1H-pyrrolo[2,3-b]pyridin-5-yloxy)benzamide